2,6-dichloro-4-(3-methoxybenzylcarbamoyl)benzoic acid methyl ester COC(C1=C(C=C(C=C1Cl)C(NCC1=CC(=CC=C1)OC)=O)Cl)=O